COC(C1=C(C=C(C(=C1)OCCNC(C1=CC=CC=C1)=O)OC)N)=O 2-amino-5-(2-benzoylaminoethoxy)-4-methoxybenzoic acid methyl ester